tert-butyl (R)-((8-(pyridin-3-yl) chroman-4-yl) methyl)carbamate N1=CC(=CC=C1)C=1C=CC=C2[C@@H](CCOC12)CNC(OC(C)(C)C)=O